ClC1=C(C(=O)OC)C=CC(=C1)OC1=CC=CC=2C=C(OC21)CC methyl 2-chloro-4-((2-ethylbenzofuran-7-yl)oxy)benzoate